CC1OCCCC1OC1OC(CCC1)C 2-methyl-3-((6-methyltetrahydro-2H-pyran-2-yl)oxy)tetrahydro-2H-pyran